tert-butyl 3-(((benzyloxy)carbonyl)(2-(((benzyloxy)carbonyl)amino)ethyl)amino)propanoate C(C1=CC=CC=C1)OC(=O)N(CCC(=O)OC(C)(C)C)CCNC(=O)OCC1=CC=CC=C1